6-(3-amino-6-(4-(1-methyl-5,6-dihydro-1,2,4-triazin-4(1H)-yl)phenyl)pyrazin-2-yl)-3,4-dihydroisoquinolin-1(2H)-one NC=1C(=NC(=CN1)C1=CC=C(C=C1)N1C=NN(CC1)C)C=1C=C2CCNC(C2=CC1)=O